vinyltrimethoxysilane C(=C)[Si](OC)(OC)OC